ClC1=NC=CC(=N1)C1=CCC2(OCCO2)CC1 2-chloro-4-(1,4-dioxaspiro[4.5]dec-7-en-8-yl)pyrimidine